C(C(CC)C(=O)[O-])(C(=O)OC1CC(N(C(C1)(C)C)C)(C)C)(C(=O)[O-])C(=O)[O-] (1,2,2,6,6-pentamethyl-4-piperidyl) butanetetracarboxylate